(R)-2-hydroxy-2-phenyl-2-cyclopentylethanol O[C@](CO)(C1CCCC1)C1=CC=CC=C1